tert-butyl 2-(piperidin-4-yl)pyrrolidine-1-carboxylate N1CCC(CC1)C1N(CCC1)C(=O)OC(C)(C)C